(S)-4-amino-N-(6-bromo-2,3-dihydrobenzofuran-3-yl)-N-methylimidazo[1,5-a]pyrido[3,4-e]pyrazine-8-carboxamide NC=1C=2N(C3=C(N1)C=NC(=C3)C(=O)N(C)[C@@H]3COC1=C3C=CC(=C1)Br)C=NC2